4-(4-bromo-3-fluorophenyl)piperidine-1-carboxylic acid tert-butyl ester C(C)(C)(C)OC(=O)N1CCC(CC1)C1=CC(=C(C=C1)Br)F